2-(4-(Benzo[d]thiazol-2-ylmethyl)piperazin-1-yl)-4-bromobenzonitrile S1C(=NC2=C1C=CC=C2)CN2CCN(CC2)C2=C(C#N)C=CC(=C2)Br